N1C(=CC=2C=NC=CC21)CNC(CN2C(=NC=C(C2=O)N2N=C(N=C2C2=CC=CC=C2)C(=O)N)C2=CC=CC=C2)=O (1-(2-(((1H-pyrrolo[3,2-c]pyridin-2-yl)methyl)amino)-2-oxoethyl)-6-oxo-2-phenyl-1,6-dihydropyrimidin-5-yl)-5-phenyl-1H-1,2,4-triazole-3-carboxamide